ClC1=NC(=C(C(=N1)Cl)Cl)Cl 2,4-dichloro-dichloropyrimidine